(2R)-2-[(2-amino-5-{[(1S)-1-phenylethyl]thio}-[1,3]thiazolo[4,5-d]pyrimidin-7-yl)amino]-4-methylpentan-1-ol hydrochloride Cl.NC=1SC2=C(N=C(N=C2N[C@@H](CO)CC(C)C)S[C@@H](C)C2=CC=CC=C2)N1